(1R,3aR,10aR)-1-[(1E,3ξ,4S)-3-hydroxy-4-methyl-1-octen-1-yl]-5-methyl-1,3,3a,9,10,10a-hexahydrofuro[3,4-b][1]benzoxepin-6-carboxylic acid OC(/C=C/[C@H]1OC[C@@H]2OC3=C(CC[C@@H]21)C=CC(=C3C)C(=O)O)[C@H](CCCC)C